N1(C=CC=C1)C1=C(C(=O)[O-])C=CC=C1 2-(1H-pyrrol-1-yl)benzoate